C4-chloro-7-methoxyquinazolin-6-yl acetate C(C)(=O)OC=1C=C2C(=NC=NC2=CC1OC)Cl